3-(Chroman-4-yl)propanenitrile O1CCC(C2=CC=CC=C12)CCC#N